Ethyl 2-(9-methoxy-2-methyl-7-(5-methylpyridin-2-yl)-3-oxo-3,5-dihydro-2H-benzo[c]pyrido[3,4-e]azepin-5-yl)acetate COC=1C=CC2=C(C(=NC(C=3C2=CN(C(C3)=O)C)CC(=O)OCC)C3=NC=C(C=C3)C)C1